ClC=1C(=C2C(=NC1)NC(=N2)C2=CC=C(C=C2)N2CCC(CC2)CCOC)NC2CCN(CC2)C(C)C 6-Chloro-2-{4-[4-(2-methoxyethyl)piperidin-1-yl]phenyl}-N-[1-(1-methylethyl)piperidin-4-yl]-3H-imidazo[4,5-b]pyridin-7-amine